(5-Bromo-2-(2-bromo-5-(trifluoromethyl)phenoxy)phenyl)acetamide BrC=1C=CC(=C(C1)CC(=O)N)OC1=C(C=CC(=C1)C(F)(F)F)Br